(6-methoxy-2-(2-methoxy-7-methylquinoxalin-5-yl)benzo[d]thiazol-4-yl)(1-methylcyclopropyl)methanol COC1=CC2=C(N=C(S2)C2=C3N=CC(=NC3=CC(=C2)C)OC)C(=C1)C(O)C1(CC1)C